C(#N)CCN1C2CC(CC1CC2)NC2=C1C=CC=NC1=CC(=N2)NC2=CC=C(N=N2)C(=O)N 6-((5-(((3-Exo)-8-(2-cyanoethyl)-8-azabicyclo[3.2.1]oct-3-yl)amino)-1,6-naphthyridin-7-yl)amino)pyridazine-3-carboxamide